FC(CN1C(N(C2=NC(=NC=C12)NC=1C(=C(C(=O)N)C=C(C1)C)F)C1CCOCC1)=O)F ((7-(2,2-difluoroethyl)-8-oxo-9-(tetrahydro-2H-pyran-4-yl)-8,9-dihydro-7H-purin-2-yl)amino)-2-fluoro-5-methylbenzamide